C(C)(=O)OC1=C2C=CNC2=CC(=C1)C 6-methyl-1H-indol-4-yl acetate